diethylhexyl-butanamidotriazinone tert-Butyl-2-(7-formylphthalazin-1-yl)-2,7-diazaspiro[3.5]nonane-7-carboxylate C(C)(C)(C)OC(=O)N1CCC2(CN(C2)C2=NN=CC3=CC=C(C=C23)C=O)CC1.C(C)C(C(=O)NC=1C(NN=NC1CCCCCC)=O)(CC)CC